(benzyl-(1,3-dioxoisoindolin-2-yl)carbamoyl)-L-aspartic acid 1-allyl 4-(tert-butyl) ester C(C)(C)(C)OC(C[C@H](NC(N(N1C(C2=CC=CC=C2C1=O)=O)CC1=CC=CC=C1)=O)C(=O)OCC=C)=O